S1C(=NC2=C1C=CC=C2)NC(=O)C=2C=CC=C1CCN(CC21)C2=CC=C(C(=N2)C(=O)OC(C)(C)C)C2=C(C(=CC=C2)OCCCC2CCNCC2)C tert-Butyl 6-(8-(benzo[d]thiazol-2-ylcarbamoyl)-3,4-dihydroisoquinolin-2(1H)-yl)-3-(2-methyl-3-(3-(piperidin-4-yl)propoxy)phenyl)picolinate